α-L-rhamnopyranosyl-(1->2)-[α-L-rhamnopyranosyl-(1->4)]-D-glucose [C@@H]1([C@H](O)[C@H](O)[C@@H](O)[C@@H](O1)C)O[C@@H](C=O)[C@@H](O)[C@H](O[C@H]1[C@H](O)[C@H](O)[C@@H](O)[C@@H](O1)C)[C@H](O)CO